N-(2-((2-(cycloocta-2-yn-1-yloxy)ethyl)amino)-2-oxoethyl)-2,2,2-trifluoroacetamide C1(C#CCCCCC1)OCCNC(CNC(C(F)(F)F)=O)=O